((7aS,Z)-2-(2-((tert-butyldimethylsilyl)oxy)propylidene)tetrahydro-1H-pyrrolizin-7a(5H)-yl)methanol [Si](C)(C)(C(C)(C)C)OC(\C=C/1\C[C@@]2(CCCN2C1)CO)C